[C-]#N.C(CCCC)[NH+]1C(CCC1)CCCC 1-pentyl-2-butyl-pyrrolidinium cyanide